FC=1C(=CC2=C(N=C(O2)C)C1)COC1=CC=CC(=N1)C1CCN(CC1)CC1=NC2=C(N1C[C@H]1OCC1)C=C(C=C2)C(=O)[O-] (S)-2-((4-(6-((5-Fluoro-2-methylbenzo[d]oxazol-6-yl)methoxy)pyridin-2-yl)piperidine-1-yl)methyl)-1-(oxetan-2-ylmethyl)-1H-benzo[d]imidazole-6-carboxylate